(3-oxo-butyl)-carbamic acid ethyl ester C(C)OC(NCCC(C)=O)=O